ClC1=C(OC2=CC=CC3=C2NC(=NS3(=O)=O)NCC3=CC(=C(C=C3)OC)F)C=CC=C1 5-(2-chlorophenoxy)-3-((3-fluoro-4-methoxybenzyl)amino)-4H-benzo[e][1,2,4]thiadiazine 1,1-dioxide